(7S)-7-methyl-N-[(3S)-5-methyl-4-oxo-2,3-dihydro-1,5-benzoxazepine-3-yl]-7-(trifluoromethyl)-5H-furo[3,4-d]Pyrimidine-2-carboxamide C[C@@]1(OCC2=C1N=C(N=C2)C(=O)N[C@H]2COC1=C(N(C2=O)C)C=CC=C1)C(F)(F)F